S1C=NCC2=C1C=CC=C2 4H-benzo[e][1,3]Thiazin